N-methyl-3,4-dihydroisoquinoline-2(1H)-carboxamide CNC(=O)N1CC2=CC=CC=C2CC1